[1-[[[1-[(2,4-dimethoxyphenyl)methylamino]isoquinolin-5-yl]amino]methyl]-2-oxabicyclo[3.1.1]heptan-5-yl]methyl methanesulfonate CS(=O)(=O)OCC12CCOC(C1)(C2)CNC2=C1C=CN=C(C1=CC=C2)NCC2=C(C=C(C=C2)OC)OC